C(C)(=O)N1CC(C1)NC1=NC2=CC=C(C(=C2C=N1)F)C1=C(C(=NC=C1F)NS(=O)(=O)C=1C(=NC=C(C1)Cl)OC)F N-(4-{2-[(1-acetylazetidin-3-yl)amino]-5-fluoroquinazolin-6-yl}-3,5-difluoropyridin-2-yl)-5-chloro-2-methoxypyridine-3-sulfonamide